BrC1=C(C=C2C(=NC(=NC2=C1OC1CCC1)OC1CCN(CC1)C)N1CCN(CC1)C(=O)OC(C)(C)C)Cl tert-butyl 4-(7-bromo-6-chloro-8-cyclobutoxy-2-((1-methylpiperidin-4-yl)oxy) quinazolin-4-yl)piperazin-1-carboxylate